3-(3-amino-phenyl)-4-hydroxymethyl-piperidine-1-carboxylic acid tert-butyl ester C(C)(C)(C)OC(=O)N1CC(C(CC1)CO)C1=CC(=CC=C1)N